5-(N-(4-chloro-2-((N-(furan-2-ylmethyl)-2-phenylacetamido)methyl)phenyl)-N-ethylsulfamoyl)-3-methylbenzofuran-2-carboxylic acid ethyl ester C(C)OC(=O)C=1OC2=C(C1C)C=C(C=C2)S(N(CC)C2=C(C=C(C=C2)Cl)CN(C(CC2=CC=CC=C2)=O)CC=2OC=CC2)(=O)=O